5-(3-(((S)-1-(1H-tetrazol-1-yl)propan-2-yl)oxy)-4-chlorophenyl)-N-(3-(4-methoxybutoxy)-1-((1r,4r)-4-morpholinylcyclohexyl)-1H-pyrazol-4-yl)pyrimidin-2-amine N1(N=NN=C1)C[C@H](C)OC=1C=C(C=CC1Cl)C=1C=NC(=NC1)NC=1C(=NN(C1)C1CCC(CC1)N1CCOCC1)OCCCCOC